methyl 2-(4-(7-chloro-4-(morpholinomethyl)quinolin-2-yl)phenyl)propanoate ClC1=CC=C2C(=CC(=NC2=C1)C1=CC=C(C=C1)C(C(=O)OC)C)CN1CCOCC1